N1CCC(CC1)NC1=CC2=C(N(C=N2)C2C(NC(CC2)=O)=O)C=C1 3-[5-(4-piperidylamino)benzimidazol-1-yl]piperidine-2,6-dione